2-[(7E)-7-dodecen-5-yn-1-yloxy]tetrahydro-2H-pyran C(CCCC#C\C=C\CCCC)OC1OCCCC1